Cl.F[C@H]1CN(CC1)C1=CC=C(C=N1)C=1C=C2N(C(N(C2)C=2C=NN(C2)C)=O)C1 (R)-6-(6-(3-fluoropyrrolidin-1-yl)pyridin-3-yl)-2-(1-methyl-1H-pyrazol-4-yl)-1,2-dihydro-3H-pyrrolo[1,2-c]imidazol-3-one hydrogen chloride salt